NC1N(CCCC1)F AMINO-FLUOROPIPERIDINE